N-(2-dimethylaminoethyl)amine CN(CCN)C